F[C@H]1[C@@H](CNC1)OCC1=C(N(N=C1)C)C1=CC=2N(C=C1)N=C(C2)NC(=O)C2CC2 N-[5-[4-[[(3R,4R)-4-fluoropyrrolidin-3-yl]oxymethyl]-2-methyl-pyrazol-3-yl]pyrazolo[1,5-a]pyridin-2-yl]cyclopropanecarboxamide